3-Amino-5-(piperazin-1-yl)-2,3-dihydro-1,4-benzodioxine NC1OC2=C(OC1)C=CC=C2N2CCNCC2